ClC1=CC2=C(O[C@H](C(N2CC2CN(C2)C(=O)OC(C)(C)C)=O)CCN2CCOCC2)C=C1C1=CC(=CC2=CC=CC=C12)OC(C(C)(C)C)=O tert-butyl (S)-3-((6-chloro-2-(2-morpholinoethyl)-3-oxo-7-(3-(pivaloyloxy)naphthalen-1-yl)-2,3-dihydro-4H-benzo[b][1,4]oxazin-4-yl)methyl)azetidine-1-carboxylate